C1(=CC=CC=C1)\C=C\C1=CC=CC=C1 trans-1,2-diphenylethylene